ClC1=CC=C(C=C1)C1=NN(C[C@@H]1C1=CC=CC=C1)/C(/NCCS(N)(=O)=O)=N/S(=O)(=O)C1=CC=C(C=C1)F (S,E)-3-(4-chlorophenyl)-N'-((4-fluorophenyl)sulfonyl)-4-phenyl-N-(2-sulfamoylethyl)-4,5-dihydro-1H-pyrazole-1-carboximidamide